C(C)(C)(C)OC(=O)N1C(N(C2=C1C=CC=C2)CC2=CC=C(C=C2)CS(=O)(=O)C)=O 3-(4-(Methylsulfonylmethyl)benzyl)-2-oxo-2,3-dihydro-1H-benzo[d]imidazole-1-carboxylic acid tert-butyl ester